C1(CC1)N(C(CC1=CC=CC(=N1)NC=1SC(=CN1)C(=O)NC1=C(C(=CC=C1C)O)C)=O)C 2-((6-(2-(Cyclopropyl(methyl)amino)-2-oxoethyl)pyridin-2-yl)amino)-N-(3-hydroxy-2,6-dimethylphenyl)thiazole-5-carboxamide